(S)-3-(6-methoxypyridin-3-yl)-3-(6-(2-(5,6,7,8-tetrahydro-1,8-naphthyridin-2-yl)ethyl)spiro[3.3]heptane-2-carboxamido)propionic acid COC1=CC=C(C=N1)[C@H](CC(=O)O)NC(=O)C1CC2(C1)CC(C2)CCC2=NC=1NCCCC1C=C2